C1(=CCC(CC1)C(C)C)C 1-p-menthen